C=C(C(=O)[O-])CC1=CC(=C(C(=C1)C(C)(C)C)O)C(C)(C)C methylene(3,5-ditertiary-butyl-4-hydroxyhydrocinnamate)